C1(CC1)C1=CC(=CC(=N1)N1C(C2=C(C(=C1)C(F)(F)F)C=C(N2)CO)=O)C2=C(C=C(C=C2)F)C2=NN=CN2C 6-[6-cyclopropyl-4-[4-fluoro-2-(4-methyl-1,2,4-triazol-3-yl)phenyl]pyridin-2-yl]-2-(hydroxymethyl)-4-(trifluoromethyl)-1H-pyrrolo[2,3-c]pyridin-7-one